C1(=CC=CC=C1)COC(CCCCCC[C@@H]1[C@H]([C@@H](CC1=O)OC1OCCC1)CCC(C(CCCC)(F)F)O)=O 7-[(1R,2R,3R)-2-(4,4-difluoro-3-hydroxyoctyl)-5-keto-3-(tetrahydrofuran-2-yloxy)-cyclopentyl]heptanoic acid phenylmethyl ester